C1(CC1)C=1N=NN(C1)[C@H](C(=O)N1[C@@H](C[C@H](C1)O)C(=O)N[C@@H](C)C1=CC=C(C=C1)C1=C(C=CC=C1)F)C(C)(C)C (2S,4R)-1-((S)-2-(4-cyclopropyl-1H-1,2,3-triazol-1-yl)-3,3-dimethylbutanoyl)-N-((S)-1-(2'-fluoro-[1,1'-biphenyl]-4-yl)ethyl)-4-hydroxypyrrolidine-2-carboxamide